OC=1C(C=C(N(C1)C)CC1=C(C(=O)N)C=CC(=C1)C(F)(F)F)=O ((5-hydroxy-1-methyl-4-oxo-1,4-dihydropyridin-2-yl)methyl)-4-(trifluoromethyl)benzamide